(S)-4-(7-bromo-6-chloro-1-(((S)-1-methylpyrrolidin-2-yl)methyl)-2-oxo-1,2-dihydroquinazolin-4-yl-tert-butyl)-2-(cyanomethyl)piperazine-1-carboxylic acid tert-butyl ester C(C)(C)(C)OC(=O)N1[C@H](CN(CC1)C(CC1=NC(N(C2=CC(=C(C=C12)Cl)Br)C[C@H]1N(CCC1)C)=O)(C)C)CC#N